N4-benzoyl-3'-O-(tert-butyldiphenylsilyl)-5'-O-(4,4'-dimethoxytrityl)-2'-deoxycytidine C(C1=CC=CC=C1)(=O)NC1=NC(N([C@H]2C[C@H](O[Si](C3=CC=CC=C3)(C3=CC=CC=C3)C(C)(C)C)[C@@H](COC(C3=CC=C(C=C3)OC)(C3=CC=C(C=C3)OC)C3=CC=CC=C3)O2)C=C1)=O